ClC=1N=CC=C2C1N(N=C2)C 7-chloro-1-methyl-pyrazolo[3,4-C]pyridine